C(C)(C)(C)OC(N[C@H]1CNCCCC1)=O (R)-azepan-3-ylcarbamic acid tert-butyl ester